N-[[4-(1,2-dihydroxyethyl)-1-(4-(trifluoromethoxy)phenyl)-1H-pyrazolo[3,4-b]pyridin-3-yl]methyl]acrylamide OC(CO)C1=C2C(=NC=C1)N(N=C2CNC(C=C)=O)C2=CC=C(C=C2)OC(F)(F)F